CC(C)(C1=CC=C(C=C1)O)C2=CC(=C(C=C2)O)Br 3-monobromobisphenol A